C(#N)C1(CCN(CC1)C(=O)NC=1SC(=C(N1)C1=CC(=CC=C1)C#N)C1=CC(=NC(=C1)C)C(C)(C)O)C 4-Cyano-N-[4-(3-cyanophenyl)-5-[2-(1-hydroxy-1-methyl-ethyl)-6-methyl-4-pyridyl]thiazol-2-yl]-4-methyl-piperidin-1-carboxamid